N1CCC(CC1)C1=CC=2C(=NC=CN2)N(C1=O)CC=1C(=NC=CC1)C(F)(F)F 7-(piperidin-4-yl)-5-((2-(trifluoromethyl)pyridin-3-yl)methyl)pyrido[2,3-b]pyrazin-6(5H)-one